(5-hydroxypentyloxy) acetate C(C)(=O)OOCCCCCO